FC1=CC=C(C=C1)C1=C(CCC(C1)(C)C)CN1[C@H]2CN([C@@H](C1)C2)CC=2C=C1CN(C(C1=CC2)=O)C2CNCCC2 3-(5-(((1R,4R)-5-((4'-fluoro-5,5-dimethyl-3,4,5,6-tetrahydro-[1,1'-biphenyl]-2-yl)methyl)-2,5-diazabicyclo[2.2.1]heptan-2-yl)methyl)-1-oxoisoindolin-2-yl)piperidine